5'-{[4-(benzyloxy)-2,3,6-trimethylphenyl](hydroxy)methyl}-1'-(oxan-2-yl)spiro[cyclopropane-1,3'-indol]-2'-one C(C1=CC=CC=C1)OC1=C(C(=C(C(=C1)C)C(C=1C=C2C3(C(N(C2=CC1)C1OCCCC1)=O)CC3)O)C)C